trans-tert-butyl-3-[[(benzyloxy)carbonyl]amino]-4-hydroxypyrrolidine-1-carboxylate C(C)(C)(C)OC(=O)N1C[C@H]([C@@H](C1)O)NC(=O)OCC1=CC=CC=C1